(2S)-1-(hexyloxy)-3-[(11Z,14Z)-icosa-11,14-dien-1-yloxy]-N,N-di-methylpropan-2-amine C(CCCCC)OC[C@@H](COCCCCCCCCCC\C=C/C\C=C/CCCCC)N(C)C